FC(C(=O)O)(F)F.C(C#CC)(=O)N1[C@H](CCC1)COC=1C=NC=CC1N1C=C(C=2C(NCCC21)=O)NC2=C(C(=CC=C2)F)OC (3-{[(2R)-1-(but-2-ynoyl)pyrrolidin-2-yl]methoxy}pyridin-4-yl)-3-[(3-fluoro-2-methoxyphenyl)amino]-1H,5H,6H,7H-pyrrolo[3,2-c]pyridin-4-one 2,2,2-trifluoroacetic acid salt